N-(4-methylpiperidin-1-yl)-N-4-fluorobenzylamine CC1CCN(CC1)NCC1=CC=C(C=C1)F